4-((4-((4-bromo-2-(2,6-dioxopiperidin-3-yl)-1-oxoisoindolin-5-yl)methyl)piperazin-1-yl)methyl)-N-(4-methyl-3-((4-(pyridin-3-yl)pyrimidin-2-yl)amino)phenyl)benzamide BrC1=C2CN(C(C2=CC=C1CN1CCN(CC1)CC1=CC=C(C(=O)NC2=CC(=C(C=C2)C)NC2=NC=CC(=N2)C=2C=NC=CC2)C=C1)=O)C1C(NC(CC1)=O)=O